trans-2-(4-chloro-2-methylphenoxy)-N-(4-(2-(4-chlorophenoxy)acetamido)cyclohexyl)acetamide methyl-2-((2-(tert-butyl)-4-fluorophenyl)-amino)-5-chlorobenzoate COC(C1=C(C=CC(=C1)Cl)NC1=C(C=C(C=C1)F)C(C)(C)C)=O.ClC1=CC(=C(OCC(=O)N[C@@H]2CC[C@H](CC2)NC(COC2=CC=C(C=C2)Cl)=O)C=C1)C